O[C@H](C)C1=NOC(=N1)/C=C/C(=O)OCC (R,E)-ethyl 3-(3-(1-hydroxyethyl)-1,2,4-oxadiazol-5-yl)acrylate